C(#N)C1=CC(=NC=C1)N1CC2(C3=C1N=CN=C3N3C[C@H](N(C[C@@H]3C)C(=O)OC(C)(C)C)C)CC2 tert-butyl (2R,5S)-4-(7'-(4-cyanopyridin-2-yl)-6',7'-dihydrospiro[cyclopropane-1,5'-pyrrolo[2,3-d]pyrimidin]-4'-yl)-2,5-dimethylpiperazine-1-carboxylate